(R)-2-((1-(2-cyano-7-methyl-3-(2-(trifluoromethyl)-5,6-dihydroimidazo[1,2-a]pyrazin-7(8H)-yl)quinoxalin-5-yl)ethyl)amino)benzoic acid C(#N)C1=NC2=CC(=CC(=C2N=C1N1CC=2N(CC1)C=C(N2)C(F)(F)F)[C@@H](C)NC2=C(C(=O)O)C=CC=C2)C